(6-chloro-1H-benzotriazol-1-yl)uronium hexafluorophosphate F[P-](F)(F)(F)(F)F.ClC=1C=CC2=C(N(N=N2)[NH+]=C(O)N)C1